CN(C[C@H](C1=CC(=C(C=C1)F)I)N1C(C=C(C=C1)C1=CNC2=NC=C(C=C21)N2CCOCC2)=O)C (S)-1-(2-(dimethylamino)-1-(4-fluoro-3-iodophenyl)ethyl)-4-(5-morpholino-1H-pyrrolo[2,3-b]pyridin-3-yl)pyridin-2(1H)-one